(S)-4-((R)-3-(1-(7-(((R)-1-(2,4-dichlorophenyl)ethyl)amino)-2-methyl-2H-pyrazolo[4,3-d]pyrimidin-5-yl)azetidin-3-yl)piperidin-1-yl)butane-1,3-diol ClC1=C(C=CC(=C1)Cl)[C@@H](C)NC=1C=2C(N=C(N1)N1CC(C1)[C@@H]1CN(CCC1)C[C@H](CCO)O)=CN(N2)C